(R)-(5-(1,3-dimethyl-1H-pyrazol-4-yl)-1,3,4-oxadiazol-2-yl)(4-(7-fluoropyrazolo[1,5-a]pyridin-2-yl)-6,7-dihydro-1H-imidazo[4,5-c]pyridin-5(4H)-yl)methanone CN1N=C(C(=C1)C1=NN=C(O1)C(=O)N1[C@H](C2=C(CC1)NC=N2)C2=NN1C(C=CC=C1F)=C2)C